ClC1=C(C(=O)N[C@@H](CCOCCCCC2=NC=3NCCCC3C=C2)C(=O)O)C(=CC(=C1)Cl)F N-(2,4-dichloro-6-fluorobenzoyl)-O-(4-(5,6,7,8-tetrahydro-1,8-naphthyridin-2-yl)butyl)homoserine